3-carbamimidoyl-1,1-dimethyl-guanidine C(N)(=N)NC(N(C)C)=N